C(=C)OC(CCN)N 1-ethenoxypropane-1,3-diamine